Methyl (S)-5-((3-chlorobenzyl)oxy)-2-(6-fluorobenzo[d]oxazol-2-yl)-6-methoxy-1,2,3,4-tetrahydroisoquinoline-3-carboxylate ClC=1C=C(COC2=C3C[C@H](N(CC3=CC=C2OC)C=2OC3=C(N2)C=CC(=C3)F)C(=O)OC)C=CC1